NC=1C=CC(=C2CN(C(C12)=O)CC(C#N)=C)C1=CC=C2C=NN(C2=C1)CCF 2-[[7-amino-4-[1-(2-fluoroethyl)indazol-6-yl]-1-oxo-isoindolin-2-yl]methyl]prop-2-enenitrile